2-cyclododecyl-propanol C1(CCCCCCCCCCC1)C(CO)C